1,3,4-trimethyl-1-isopropyl-cyclohexane CC1(CC(C(CC1)C)C)C(C)C